C(C1=CC=CC=C1)OC(=O)N[C@@H](C(=O)OCC1=CC=CC=C1)CNC(C1=CC(=CC(=C1)F)C=1C(=NC=CC1)CC)=O (R)-benzyl 2-(((benzyloxy)carbonyl)amino)-3-(3-(2-ethylpyridin-3-yl)-5-fluorobenzamido)propanoate